C(C)(=O)N1CCCC1 (S)-1-acetylpyrrolidine